CC1=NC=C(C=C1)C1=NC=CC=N1 methyl-5-(pyrimidin-2-yl)pyridin